C(CCCCCCCCCCCCCCCCC)(=O)CC(CN(C)CC(CC(CCCCCCCCCCCCCCCCC)=O)O)O N,N-bis-(stearoyl-2-hydroxypropyl)-N-methylamine